2-methyl-2-[5-methyl-1-[(2R)-2-[(morpholin-4-yl)carbonyloxy]-2-phenylethyl]-6-(1,3-oxazol-2-yl)-2,4-dioxo-1H,2H,3H,4H-thieno[2,3-d]pyrimidin-3-yl]propionic acid CC(C(=O)O)(C)N1C(N(C2=C(C1=O)C(=C(S2)C=2OC=CN2)C)C[C@@H](C2=CC=CC=C2)OC(=O)N2CCOCC2)=O